heptadecane-4,7-diol CCCC(CCC(CCCCCCCCCC)O)O